BrC1=C(NC=C1)C=O 3-Bromo-1H-pyrrole-2-carbaldehyde